FC=1C=C2C(CC3(OC2=CC1)CN(C3)C(=O)NCC3=CC=C(C=C3)F)=O 6'-fluoro-N-(4-fluorobenzyl)-4'-oxospiro[azetidine-3,2'-chromane]-1-carboxamide